tert-butyl (R)-1'-oxohexahydro-1'H-spiro[azetidine-3,4'-pyrrolo[1,2-a]pyrazine]-1-carboxylate O=C1[C@@H]2N(C3(CN1)CN(C3)C(=O)OC(C)(C)C)CCC2